tert-Butyl ((1S,3S)-3-cyanocyclohexyl)carbamate C(#N)[C@@H]1C[C@H](CCC1)NC(OC(C)(C)C)=O